ClC1=C(C(N(N=C1)COCC[Si](C)(C)C)=O)C(F)(F)F 5-chloro-4-(trifluoromethyl)-2-[[2-(trimethylsilyl)ethoxy]methyl]-2,3-dihydropyridazin-3-one